N-(4-((3-(4-(Cyclopropylsulfonyl)piperazin-1-yl)-2-methoxyphenyl)amino)-5-oxo-5,6-dihydro-1,6-naphthyridin-2-yl)cyclopropanecarboxamide Trifluoroacetic Acid Salt FC(C(=O)O)(F)F.C1(CC1)S(=O)(=O)N1CCN(CC1)C=1C(=C(C=CC1)NC1=CC(=NC=2C=CNC(C12)=O)NC(=O)C1CC1)OC